N1=CC=C(C=C1)C=1SC2=C(N1)C1=CC=CC=C1C=C2 2-(pyridin-4-yl)naphtho[1,2-d]Thiazole